monostearoyl-choline C(CCCCCCCCCCCCCCCCC)(=O)OCC[N+](C)(C)C